3-cyano-pyridinethione C(#N)C=1C(NC=CC1)=S